COC(CC(CC1=CC=CC=C1)S(=O)(=O)O)=O 4-methoxy-4-oxo-1-phenylbutane-2-sulfonic Acid